N-UNDECYLCYCLOHEXANE CCCCCCCCCCCC1CCCCC1